9,10-Difluoro-5-methyl-1,5,10,10a-tetrahydropyrrolo[1,2-b]isoquinolin FC=1C=2C(C3N(C(C2C=CC1)C)C=CC3)F